ClC(C=1O[C@@H]([C@H](N1)CO)C1=CC=C(C=C1)S(=O)(=O)C)Cl (4R,5R)-2-dichloromethyl-4,5-dihydro-5-[4-(methylsulfonyl)phenyl]-4-oxazolemethanol